BrC=1C=C2C(=CN(C(C2=CC1)=O)C1=CC(=CC=C1)F)C1=CC=CC=C1 6-bromo-2-(3-fluorophenyl)-4-phenylisoquinolin-1(2H)-one